CC1=NN=C(O1)NC(=O)C=1C=2N(C(=CC1)C(F)(F)F)C=NN2 N-(5-methyl-1,3,4-oxadiazole-2-yl)-5-(trifluoromethyl)-1,2,4-triazolo[4,3-a]pyridine-8-Carboxamide